C(C)N1N=C(C=C1C1=CC=C(C=C1)NC(=O)C=1C(NC=CC1NC1=C(C2=C(OCCN2)N=C1)C)=O)C(F)(F)F N-(4-(1-ethyl-3-(trifluoromethyl)-1H-pyrazol-5-yl)phenyl)-4-((8-methyl-2,3-dihydro-1H-pyrido[2,3-b][1,4]oxazin-7-yl)amino)-2-oxo-1,2-dihydropyridine-3-carboxamide